chloro-5-fluoro-[1,1'-biphenyl]-2-amine ClC1=C(C(=CC(=C1)F)C1=CC=CC=C1)N